Isotridecyl bromide C(CCCCCCCCCC(C)C)Br